decyl α-allyloxymethylacrylate C(C=C)OCC(C(=O)OCCCCCCCCCC)=C